OC[C@@H]1CCCNC1 (3R,4R,5R)-5-(HYDROXYMETHYL)PIPERIDINE